C(CCC)OC1=CC=C(C=C1)C1=NC=CN2C1=NS(CC2)(=O)=O 9-(4-butoxyphenyl)-3,4-dihydropyrazino[2,1-c][1,2,4]thiadiazine 2,2-dioxide